O1C[C@@H](CC1)NC1=NC(=CC(=N1)C=1N=NN(C1)CC1=CC=CC(=N1)N1CC(C1)C(=O)O)C1=CC(=CC=C1)C#N 1-{6-[(4-{2-[(R)-tetrahydrofuran-3-ylamino]-6-(m-cyanophenyl)-4-pyrimidinyl}-1H-1,2,3-triazol-1-yl)methyl]-2-pyridinyl}-3-azetidinecarboxylic acid